(S)-1-((tert-butyldimethylsilyl)oxy)propan-2-ol Tetracosyl-8,8'-((3-((3-hydroxypropyl)(8-carbonyl-8-(tetradecyloxy)octyl)amino)propyl)azanediyl)dioctanoate C(CCCCCCCCCCCCCCCCCCCCCCC)C(C(=O)O)CCCCCCN(CCCCCCCC(=O)O)CCCN(CCCCCCCC(OCCCCCCCCCCCCCC)=C=O)CCCO.[Si](C)(C)(C(C)(C)C)OC[C@H](C)O